O=C1C(C(C2=CC=CC=C12)=O)=CC1=CC=C(O1)C=1C=C(C(=O)O)C=CC1 3-[5-[(1,3-Dihydro-1,3-dioxo-2H-inden-2-ylidene)methyl]-2-furanyl]benzoic acid